CN1CCC(CC1)C=1C=C2C(=CC=NC2=CN1)OC=1C=CC(=NC1)NC(OC(C)(C)C)=O tert-butyl N-(5-{[6-(1-methylpiperidin-4-yl)-1,7-naphthyridin-4-yl]oxy}pyridin-2-yl)carbamate